1,1-dimethylethyl-N-[3-({2-[(4-methoxyphenyl)methyl]-5-(trifluoromethyl)-3-oxo-5-isoxazolyl}methylamino)propyl]carbamate CC(C)(C)OC(NCCCNCC1(CC(N(O1)CC1=CC=C(C=C1)OC)=O)C(F)(F)F)=O